[N+](=O)([O-])C1=C(C=CC=C1)CCC(C)NCC1(CCCCC1)O (((4-(2-nitrophenyl)butan-2-yl)amino)methyl)cyclohexanol